1-((3S,5R)-1-Acryloyl-5-((difluoromethoxy)methyl)pyrrolidin-3-yl)-3-((1-cyclopropyl-4,6-difluoro-1H-benzo[d]imidazol-5-yl)ethynyl)-5-(methylamino)-1H-pyrazole-4-carboxamide C(C=C)(=O)N1C[C@H](C[C@@H]1COC(F)F)N1N=C(C(=C1NC)C(=O)N)C#CC1=C(C2=C(N(C=N2)C2CC2)C=C1F)F